ClC=1C(=C2CCCCN2C1C(C(=O)NCC(C)(C)O)=O)C(=O)NC1=CC(=C(C=C1)F)Cl 2-chloro-N-(3-chloro-4-fluorophenyl)-3-(2-((2-hydroxy-2-methylpropyl)amino)-2-oxoacetyl)-5,6,7,8-tetrahydroindolizine-1-carboxamide